(S)-1-((3-chloro-5-(6-fluoroquinolin-4-yl)pyridin-2-yl)oxy)-2,4-dimethylpentan-2-amine ClC=1C(=NC=C(C1)C1=CC=NC2=CC=C(C=C12)F)OC[C@](CC(C)C)(N)C